dimethylazanium tetrafluoroborate F[B-](F)(F)F.C[NH2+]C